C1(=CC=CC=C1)CC(C(=O)O)=O.N[C@@H](CCC(N)=O)C(=O)O glutamine phenylpyruvate